C1(CCCC1)C1=C(C=NC=2N1N=CC2)NC(=O)NC=2C=NC(=C(C2)C)C2=NOC(=N2)CCCCO N-(7-cyclopentylpyrazolo[1,5-a]pyrimidin-6-yl)-N'-{6-[5-(4-hydroxybutyl)-1,2,4-oxadiazol-3-yl]-5-methylpyridin-3-yl}urea